C(C1=CC=CC=C1)OC1=C(C=C2C=CC(=CC2=C1)OCCCNC(OC(C)(C)C)=O)Br tert-Butyl (3-((7-(benzyloxy)-6-bromonaphthalen-2-yl)oxy)propyl)carbamate